FC=1C=C(C2=C(CNS(O2)(=O)=O)C1)C=1C=C2C=NC(C2=CC1)=O 5-(6-fluoro-2,2-dioxido-3,4-dihydrobenzo[e][1,2,3]oxathiazin-8-yl)isoindol-1-one